CN(C=NS(=O)(=O)C=1SC(=CC1)Br)C N,N-dimethyl-N'-(5-bromo-2-thiophenesulfonyl)formamidine